Tetrahydrofurfuryl alcohol sodium [Na].C(C1CCCO1)O